N,N-diethyl-Propylethylamine C(C)N(CC)C(C)CCC